(tetrahydro-2H-pyran-3-yl)-2H-pyrazolo[3,4-b]pyridine-5-carboxamide O1CC(CCC1)N1N=C2N=CC(=CC2=C1)C(=O)N